FC(CN1N=CC(=C1)NC1=NN2C(C(=N1)OC=1C=CC(=C(C1)NC(C=C)=O)C)=CC=C2)F N-(5-((2-((1-(2,2-difluoroethyl)-1H-pyrazol-4-yl)amino)pyrrolo[2,1-f][1,2,4]triazin-4-yl)oxy)-2-methylphenyl)acrylamide